C(C1=CC=CC=C1)OC1=NC(=CC=C1C=1C=NC=C(C1)N1CCC(CC1)CO)OCC1=CC=CC=C1 (1-(2',6'-bis(benzyloxy)-[3,3'-bipyridin]-5-yl)piperidin-4-yl)methanol